NC1=C(C(=NN1C1(CC1)C)C1=C(C(=C(C=C1)CC(=O)O)F)F)C#N 2-[4-[5-amino-4-cyano-1-(1-methylcyclopropyl)pyrazol-3-yl]-2,3-difluoro-phenyl]acetic acid